C(C)N1C[C@H](CCC1)NC1=CC=C(N=N1)C1=C(C=C(C=C1C)C(F)(F)F)O (S)-2-(6-((1-ethylpiperidin-3-yl)amino)pyridazin-3-yl)-3-methyl-5-(trifluoromethyl)phenol